benzyl (1R,5S)-1-(4-((3-chloro-2-fluorophenyl)amino)quinazolin-6-yl)-3-azabicyclo[3.1.0]hexane-3-carboxylate ClC=1C(=C(C=CC1)NC1=NC=NC2=CC=C(C=C12)[C@@]12CN(C[C@H]2C1)C(=O)OCC1=CC=CC=C1)F